4-[5-[5-chloro-6-(1-methylethoxy)-3-pyridinyl]-1,2,4-oxadiazol-3-yl]-1H-indole-1-butyric acid ClC=1C=C(C=NC1OC(C)C)C1=NC(=NO1)C1=C2C=CN(C2=CC=C1)CCCC(=O)O